NC1=NC=CC(=C1Cl)SC=1N=CC(=NC1)N1CCC2(CC1)C(CC1=CC=CC=C12)N 1'-(5-((2-amino-3-chloropyridin-4-yl)thio)pyrazin-2-yl)-2,3-dihydrospiro[indene-1,4'-piperidin]-2-amine